NCC(C)C=1C=C(C=CC1)C1=C(C=NN1C)C1=NC(=CC(=C1)C(=O)OC)C methyl 2-[5-[3-(2-amino-1-methyl-ethyl)phenyl]-1-methyl-pyrazol-4-yl]-6-methyl-pyridine-4-carboxylate